C1(CCCCC1)N1N=CC=C1C1=NC=CC=C1COC1=CN=C(C=C1C=O)OC 5-((2-(1-cyclohexyl-1H-pyrazol-5-yl)pyridin-3-yl)methoxy)-2-methoxyisonicotinaldehyde